4-(8-fluoro-2H-chromen-4-yl)-1H-imidazole FC=1C=CC=C2C(=CCOC12)C=1N=CNC1